6-((1H-imidazol-1-yl)sulfonyl)-1-oxa-6-azaspiro[3.3]heptane N1(C=NC=C1)S(=O)(=O)N1CC2(CCO2)C1